NC1=C(C(=O)O)C=C(C=N1)C=1C=C2COC3(CCN(CC3)C(C)C)C2=CC1 2-amino-5-(1'-isopropyl-3H-spiro[isobenzofuran-1,4'-piperidin]-5-yl)nicotinic acid